ClC1=CC(=C(C(=C1)CC)CCO)CC 2-(4-Chloro-2,6-diethylphenyl)ethanol